C[Si](C)(C)C#CC=1C=NN(C1)C1CN(C1)C(=O)OC(C)(C)C tert-butyl 3-(4-((trimethylsilyl)ethynyl)-1H-pyrazol-1-yl)azetidine-1-carboxylate